C(\C=C(/C)\CCC=C(C)C)C(C(C(=O)O)C\C=C(/C)\CCC=C(C)C)C(=O)O.C(CCC(=O)OC\C=C(\CCC=C(C)C)/C)(=O)OC\C=C(\CCC=C(C)C)/C bis((2E)-3,7-dimethylocta-2,6-dien-1-yl) succinate (digeranyl succinate)